C(CCCCCC)OCCCCCCC 1-heptylether